F[C@H]1C[C@H](N(C1)C(CN1C[C@H](CC1)NC1=C2C=CC=NC2=CC(=C1)C(F)(F)F)=O)C#N (2S,4S)-4-fluoro-1-[2-[(3S)-3-[[7-(trifluoromethyl)-5-quinolyl]amino]pyrrolidin-1-yl]acetyl]pyrrolidine-2-carbonitrile